O1CCN(CC1)C=1N=C2N(N=CC=C2N)C1 morpholinoimidazo[1,2-b]pyridazin-8-amine